2-Oxo-5-(4-(2-oxo-2-(pyridin-3-ylamino)ethoxy)phenyl)-6-(trifluoromethyl)-1,2-dihydropyridine-3-carboxamide O=C1NC(=C(C=C1C(=O)N)C1=CC=C(C=C1)OCC(NC=1C=NC=CC1)=O)C(F)(F)F